C(C)(C)(C)C1=C(C(=C(C(=C1)C(C)(C)C)O)O)O 4,6-di-tert-butylbenzene-1,2,3-triol